2-chloro-1-(6-fluoro-2-pyridinyl)ethanone ClCC(=O)C1=NC(=CC=C1)F